CC1(CC1)C1=CN=CC=2N=C(N=C(C21)N)C=2C=NNC2 (1-methylcyclopropyl)-2-(1H-pyrazol-4-yl)pyrido[3,4-d]pyrimidin-4-amine